C(C)OC(=O)C1[C@H]2CN(C[C@@H]12)C1CC2(C1)CN(CC2)C2=NC(=NO2)C (1r,5s,6r)-3-[6-(3-methyl-1,2,4-oxadiazol-5-yl)-6-azaspiro[3.4]oct-2-yl]-3-azabicyclo[3.1.0]hexane-6-carboxylic acid ethyl ester